BrC=1C(=NN(C1C=1C=NC(=CC1)F)C1=C(C=CC=C1)F)O 4-Bromo-1-(2-fluorophenyl)-5-(6-fluoropyridin-3-yl)-1H-pyrazole-3-ol